5-chloro-6,7-difluoro-1H-indole ClC=1C=C2C=CNC2=C(C1F)F